1,3-dihydro-1,3,3-trimethylspiro[2H-indole-2,3'-[3H]naphth[2,1-b][1,4]oxazine] CN1C2=CC=CC=C2C(C12C=NC1=C(O2)C=CC2=CC=CC=C21)(C)C